O1-(2-prop-2-enoyloxyethyl) glutarate C(CCCC(=O)[O-])(=O)OCCOC(C=C)=O